C1(=CC=CC=C1)C(CCCCCCC(=O)C1=CC=CC=C1)=O 1,8-diphenyloctane-1,8-dione